C(C)OC(=O)C1=NN(C=2C(N(CCC21)C=2C=CC1=C(C(N(CCO1)CCO[Si](C)(C)C(C)(C)C)=O)C2)=O)C2=CC(=CC=C2)Cl 6-[4-[2-[Tert-butyl-(dimethyl)silyl]oxyethyl]-5-oxo-2,3-dihydro-1,4-benzoxazepin-7-yl]-1-(3-chlorophenyl)-7-oxo-4,5-dihydropyrazolo[3,4-c]pyridine-3-carboxylic acid ethyl ester